N=1SN=C2C1C=CC(=C2)C(=O)OC methyl benzo[c][1,2,5]thiadiazole-5-carboxylate